FC=1C(N(C(N(C1)S(=O)(=O)C1=CC=C(C=C1)C)=O)C)=N 5-fluoro-4-imino-3-methyl-1-[(4-methylphenyl)sulfonyl]-3,4-dihydro-pyrimidin-2(1H)-one